2-bromo-2,2-difluoro-ethyl acetate C(C)(=O)OCC(F)(F)Br